C(#N)N1CCC(CC1)N1N=CC(=C1C)C1=CC=2N(C(=C1)O[C@H](C)C1=NC=C(C=C1)F)C(=CN2)C#N 7-[1-(1-Cyano-4-piperidyl)-5-methyl-pyrazol-4-yl]-5-[(1R)-1-(5-fluoro-2-pyridyl)ethoxy]imidazo[1,2-a]pyridine-3-carbonitrile